4-methylamino-1-(pyridin-3-yl)butanone hydrochloride Cl.CNCCC(CC=1C=NC=CC1)=O